C(C1=CC=CC=C1)O[C@H]1[C@@H](C(O[C@@H]1COCC1=CC=CC=C1)(O)C1=CN=C2C(=NC(=NN21)Cl)N2CC1C(C2)CCC1)F (3S,4R,5R)-4-(benzyloxy)-5-[(benzyloxy)methyl]-2-(2-chloro-4-{hexahydro-1H-cyclopenta[c]pyrrol-2-yl}imidazo[2,1-f][1,2,4]triazin-7-yl)-3-fluorooxolan-2-ol